rac-tert-butyl 7-[(diethoxyphosphoryl)(fluoro)methyl]naphthalene-2-carboxylate C(C)OP(=O)(OCC)[C@H](C1=CC=C2C=CC(=CC2=C1)C(=O)OC(C)(C)C)F |r|